methyl 2-(2-{2-[5'-fluoro-1'-methyl-3-(1-methylpiperidin-4-yl)-[4,6'-biindazol]-1-yl]acetamido}acetamido)acetate FC=1C=C2C=NN(C2=CC1C=1C=2C(=NN(C2C=CC1)CC(=O)NCC(=O)NCC(=O)OC)C1CCN(CC1)C)C